FC1=C(C(=O)N2C[C@H](N([C@@H](C2)C)C(=O)C2=C(C=C(C=C2)OC)F)C)C=CC(=C1F)OC ((2R,6R)-4-(2,3-difluoro-4-methoxybenzoyl)-2,6-dimethylpiperazin-1-yl)(2-fluoro-4-methoxyphenyl)methanone